7-chloro-3-(tetrahydro-2H-pyran-4-yl)-3,4-dihydroacridine-1,9(2H,10H)-dione ClC1=CC=C2NC=3CC(CC(C3C(C2=C1)=O)=O)C1CCOCC1